ethyl (E)-3-(5-(4-(trifluoromethyl)phenyl)pyridin-3-yl)acrylate FC(C1=CC=C(C=C1)C=1C=C(C=NC1)/C=C/C(=O)OCC)(F)F